ethyl 4-((R)-1-((S)-6-(tert-butyl)-5,6,7,8-tetrahydrothieno[2,3-b]quinoline-2-carboxamido)-3-hydroxypropyl)benzoate C(C)(C)(C)[C@@H]1CC=2C=C3C(=NC2CC1)SC(=C3)C(=O)N[C@H](CCO)C3=CC=C(C(=O)OCC)C=C3